3-oxo-cyclobutyl-formyl chloride O=C1CC(C1)C(=O)Cl